N-(cyanomethyl)-4-(5-methyl-2-((1-(tetrahydro-2H-pyran-3-yl)-1H-pyrazol-4-yl)amino)pyrimidin-4-yl)benzamide C(#N)CNC(C1=CC=C(C=C1)C1=NC(=NC=C1C)NC=1C=NN(C1)C1COCCC1)=O